OC1=C(N2C(C3=CC(=CC=C13)C1=CC=CC=C1)=NC=N2)C(=O)NCC(=O)OCC ethyl (6-hydroxy-9-phenyl-[1,2,4]triazolo[5,1-a]isoquinoline-5-carbonyl)glycinate